OCCN1CCC(CC1)C1=CC=C(C(=O)NC2=NC=CC(=C2)OC=2C=C3C=CN(C3=CC2OCCOC)C(=O)NC)C=C1 5-((2-(4-(1-(2-hydroxyethyl)piperidin-4-yl)benzamido)pyridin-4-yl)oxy)-6-(2-methoxyethoxy)-N-methyl-1H-indole-1-carboxamide